5-Fluoro-N,N-diisopropyl-2-(3-((R)-1-(((1r,4R)-4-(methylsulfonamido)-cyclohexyl)methyl)pyrrolidine-3-carbonyl)-1H-pyrrolo[2,3-c]pyridin-1-yl)benzamide FC=1C=CC(=C(C(=O)N(C(C)C)C(C)C)C1)N1C=C(C=2C1=CN=CC2)C(=O)[C@H]2CN(CC2)CC2CCC(CC2)NS(=O)(=O)C